(R)-N-(2,4-dimethoxybenzyl)-4-(3-(dimethylamino)-3-(3-(trifluoromethyl)phenethyl)piperidin-1-yl)-2,5-difluoro-N-(pyrimidin-4-yl)benzenesulfonamide COC1=C(CN(S(=O)(=O)C2=C(C=C(C(=C2)F)N2C[C@](CCC2)(CCC2=CC(=CC=C2)C(F)(F)F)N(C)C)F)C2=NC=NC=C2)C=CC(=C1)OC